Cl.FC(C[C@@H](C(=O)N1C[C@]2(C[C@H]1C(=O)N)C(NC1=CC=CC=C12)=O)NC)(C)C (3R,5'S)-1'-((S)-4-fluoro-4-methyl-2-(methylamino)pentanoyl)-2-oxospiro[indoline-3,3'-pyrrolidine]-5'-carboxamide hydrochloride